C(C)(C)(C)[C@H]1C[C@H]([C@H](O1)C(=O)NC1=CC(=NC=C1)C(=O)N)C1=C(C(=C(C=C1)F)F)OC (2S,3S,5R)-4-[[5-tert-Butyl-3-(3,4-difluoro-2-methoxyphenyl)tetrahydrofuran-2-carbonyl]amino]pyridin-2-carboxamid